C(C1=CC=CC=C1)[C@@H]1N(CCC1N(C)C1=C2C(=C(NC2=C(C=C1F)C#N)C)C)C(=O)OC\C=C\C1=C(C=CC=C1)F (E)-3-(2-fluorophenyl)prop-2-en-1-ol (S)-Benzyl-3-((7-cyano-5-fluoro-2,3-dimethyl-1H-indol-4-yl)(methyl)amino)-pyrrolidine-1-carboxylate